ClC=1C=CC=C2C=CC=C(C12)C1=C(C=2N=C(N=C(C2C=N1)N([C@H]1CNCC1)CC(F)F)OC[C@]12CCCN2C[C@@H](C1)F)F 7-(8-chloronaphthalen-1-yl)-N-(2,2-difluoroethyl)-8-fluoro-2-(((2R,7aS)-2-fluorohexahydro-1H-pyrrolizin-7a-yl)methoxy)-N-((R)-pyrrolidin-3-yl)pyrido[4,3-d]pyrimidin-4-amine